Nonene-7-carboxylic acid ethyl ester C(C)OC(=O)C(CCCCC=C)CC